FC1(C(CCC1)OC1=C(C=C(C=C1)NC(=O)C=1N=C(OC1CC(C)C)N1CCCC1)F)F N-(4-((2,2-difluorocyclopentyl)oxy)-3-fluorophenyl)-5-isobutyl-2-(pyrrolidin-1-yl)oxazole-4-carboxamide